C(C)(=O)C=1C(=CC(=C(C1)NC(=O)NC1=CC=C(C=C1)OC)OC)O 1-(5-acetyl-4-hydroxy-2-methoxyphenyl)-3-(4-methoxyphenyl)urea